BrC=1C=C2C(=NC=NC2=C(C1)C)C 6-bromo-4,8-dimethyl-quinazoline